tert-butyl 4-(6-((2,6-dioxopiperidin-3-yl)carbamoyl)-4-methoxypyridin-3-yl)piperazine-1-carboxylate O=C1NC(CCC1NC(=O)C1=CC(=C(C=N1)N1CCN(CC1)C(=O)OC(C)(C)C)OC)=O